FC(CNC1=C(C(=C(C(=C1F)F)F)F)S(=O)(=O)N(C)C)F ((2,2-difluoroethyl)amino)-3,4,5,6-tetrafluoro-N,N-dimethylbenzenesulfonamide